FC(CN1N=C(C(=C1)NC=1C(=NC(=C(N1)NC)C=1C2=C(C=NC1)N(C=N2)C)C(=O)N)C)F 3-[[1-(2,2-Difluoroethyl)-3-methyl-pyrazol-4-yl]amino]-5-(methylamino)-6-(3-methylimidazo[4,5-c]pyridin-7-yl)pyrazine-2-carboxamide